NC1=NC=2C=C(C=CC2C=2C1=NN(C2)CCN2C(CCC2)=O)C2=NNC=C2 [2-[4-amino-7-(1H-pyrazol-3-yl)-2H-pyrazolo[3,4-c]quinolin-2-yl]ethyl]pyrrolidin-2-one